[(1R,2S,4R)-4-{[5-({4-[(R)-(5-chloro-2-furyl)(hydroxy)methyl]-2-thienyl}carbonyl)pyrimidin-4-yl]amino}-2-hydroxycyclopentyl]methyl sulfamate S(N)(OC[C@@H]1[C@H](C[C@@H](C1)NC1=NC=NC=C1C(=O)C=1SC=C(C1)[C@@H](O)C=1OC(=CC1)Cl)O)(=O)=O